C1(=CC=CC=C1)S(=O)(=O)N1C=CC2=C1C(=NC=1C=CC=CC21)CN(CO)CO (((3-(phenylsulfonyl)-3H-pyrrolo[2,3-c]quinolin-4-yl)methyl)azanediyl)dimethanol